(s)-3,5-dihydro-5-methyl-2-(methylthio)-5-phenyl-3-(phenyl-amino)-4H-imidazol-4-one C[C@@]1(C(N(C(=N1)SC)NC1=CC=CC=C1)=O)C1=CC=CC=C1